COC1=C(C=O)C=C(C(=N1)OC)O[Si](C(C)C)(C(C)C)C(C)C 2,6-dimethoxy-5-((triisopropylsilyl)oxy)nicotinaldehyde